N-[(5-fluoro-2-hydroxy-phenyl)-methyl]-2-methoxy-4-methyl-7-(trifluoromethyl)-quinoline-3-carboxylic acid amide FC=1C=CC(=C(C1)CNC(=O)C=1C(=NC2=CC(=CC=C2C1C)C(F)(F)F)OC)O